C1C2C(=CC=N1)NCN2 Tetrahydroimidazo[4,5-C]pyridine